FC(C1=C(C(N)=NO)C=CC=C1)(F)F 2-(trifluoromethyl)benzamide oxime